6-METHOXYBENZOFURAN-2-BORONIC ACID COC1=CC2=C(C=C(O2)B(O)O)C=C1